(S)-(9H-fluoren-9-yl)methyl (3-(7,10-dioxo-6,9-diazaspiro[4.5]decan-8-yl)propyl)carbamate O=C1NC2(CCCC2)C(N[C@H]1CCCNC(OCC1C2=CC=CC=C2C=2C=CC=CC12)=O)=O